4-(2-(methacryloyloxy)ethoxy)-4-oxo-2-sulfobutanoic acid C(C(=C)C)(=O)OCCOC(CC(C(=O)O)S(=O)(=O)O)=O